(2-(2,2,2-trifluoroacetamido)acetoyloxy)methyl (S)-1-(2-chlorophenyl)-2-oxocyclohexylmethylcarbamate ClC1=C(C=CC=C1)[C@]1(C(CCCC1)=O)CNC(OCOC(CNC(C(F)(F)F)=O)=O)=O